FC=1C=C(C#N)C=CC1N1CC(N(C2(CC(C2)C(=O)N2CCOCC2)C1=O)CC1=CC=C(C=C1)C(F)(F)F)=O 3-fluoro-4-((2r,4r)-2-(morpholine-4-carbonyl)-6,9-dioxo-5-(4-(trifluoromethyl)benzyl)-5,8-diazaspiro[3.5]nonan-8-yl)benzonitrile